CC=1OC2=C(C1C(=O)O)C=C(C=C2)OCC=2C(N(C=CC2)C)=O 2-methyl-5-((1-methyl-2-oxo-1,2-dihydropyridin-3-yl)methoxy)benzofuran-3-carboxylic acid